C(CC)N(C(OC1=NC2=CC(=CC=C2C=C1)OCCCCN1CCN(CC1)C1=CC=CC=2SC=CC21)=O)CCC 7-(4-(4-(benzo[b]thiophen-4-yl)piperazin-1-yl)butoxy)quinolin-2-yl dipropylcarbamate